di-n-butyl (2,2,2-trifluoroethyl)phosphonate FC(CP(OCCCC)(OCCCC)=O)(F)F